N-(5-bromo-2-(tetrahydro-2H-pyran-4-yl)benzyl)-N-methylethylamine BrC=1C=CC(=C(CN(C)CC)C1)C1CCOCC1